FC1=C(C=C(C=C1)F)C(=O)N1CCN(CC1)C1=NC=C(C=C1)C1=C2C=NC=NC2=CC(=C1)OCC (2,5-difluorophenyl)(4-(5-(7-ethoxyquinazolin-5-yl)pyridin-2-yl)piperazin-1-yl)methanone